C(C)OC(=O)C1=CC=2C(=NC(=CC2)C2CCOCC2)N1CC1CC1 1-(cyclopropylmethyl)-6-(oxacyclohex-4-yl)-1H-pyrrolo[2,3-b]pyridine-2-carboxylic acid ethyl ester